3-amino-N-(3,5-dihydroxyphenyl)-6-bromopyrazine-2-carboxamide NC=1C(=NC(=CN1)Br)C(=O)NC1=CC(=CC(=C1)O)O